nonandiamide C(CCCCCCCC(=O)N)(=O)N